5-(morpholin-4-yl)-1,3,4-oxadiazole N1(CCOCC1)C1=NN=CO1